(E)-6-chloropyridazine-3,4-diamine ClC1=CC(=C(N=N1)N)N